FC(C(C(C(C(C(C(C(C(F)(F)F)(F)F)(F)F)(F)F)(F)F)(F)F)(F)F)(F)F)(F)F Perfluorononan